C1(CC1)C1=CC(=C(C(=C1)C)N1N=C2N=C(NC(C2=C1)=O)OCCOC)C 2-(4-cyclopropyl-2,6-dimethylphenyl)-6-(2-methoxyethoxy)-2,5-dihydro-4H-pyrazolo[3,4-d]pyrimidin-4-one